CC=1C(C(C(CC1)C)C)CC(=O)[O-] 2,5,6-Trimethylcyclohex-2-en-1-yl-acetate